C(C)(C)(C)OC(=O)CN(CCO)CC(=O)OC(C)(C)C N,N-bis[(t-butoxycarbonyl)methyl]-2-aminoethanol